OC1=C2C3=C(C(OC2=CC(=C1)O)=O)C=C(C(=C3)OC)OC 1,3-Dihydroxy-8,9-dimethoxy-6H-benzo[c]chromen-6-one